5-(4-((1-((1-(3-aminopropyl)-3-(4-(trifluoromethoxy)phenyl)-1H-indol-5-yl)methyl)piperidin-4-yl)methyl)piperazin-1-yl)-2-(2,6-dioxopiperidin-3-yl)-6-fluoroisoindoline-1,3-dione NCCCN1C=C(C2=CC(=CC=C12)CN1CCC(CC1)CN1CCN(CC1)C=1C=C2C(N(C(C2=CC1F)=O)C1C(NC(CC1)=O)=O)=O)C1=CC=C(C=C1)OC(F)(F)F